N-(5-chloro-4-(1-(cyclopropanesulfonyl)-1H-pyrazol-4-yl)pyrimidin-2-yl)-2-(2-(methylsulfonyl)ethyl)-2H-indazol-6-amine ClC=1C(=NC(=NC1)NC=1C=CC2=CN(N=C2C1)CCS(=O)(=O)C)C=1C=NN(C1)S(=O)(=O)C1CC1